6-(4-(2-Fluoro-5-((4-oxo-7-(prop-2-yn-1-yloxy)-3,4-dihydrophthalazin-1-yl)methyl)benzoyl)piperazin-1-yl)nicotinonitrile FC1=C(C(=O)N2CCN(CC2)C2=NC=C(C#N)C=C2)C=C(C=C1)CC1=NNC(C2=CC=C(C=C12)OCC#C)=O